Ethyl (2-((S)-2-(4-amino-3-chlorobenzamido)-3,3-dimethylbutanamido)-2-cyclopropylacetamido)glycinate NC1=C(C=C(C(=O)N[C@H](C(=O)NC(C(=O)NNCC(=O)OCC)C2CC2)C(C)(C)C)C=C1)Cl